[Br-].C(C)C1=C(C=CC=C1)P(C1=CC=CC=C1)C1=CC=CC=C1 ethyltriphenylphosphine bromide salt